CN1N=CC=2C=NC=C(C21)NS(=O)(=O)C=2C=NN(C2)C2=CC(=NC=C2)C(F)(F)F N-(1-METHYL-1H-PYRAZOLO[4,3-C]PYRIDIN-7-YL)-1-(2-(TRIFLUOROMETHYL)PYRIDIN-4-YL)-1H-PYRAZOLE-4-SULFONAMIDE